FC1=CC2=C(N(C(N=C2N2[C@H](CN(CC2)C(C=C)=O)C)=O)C=2C(=NC=CC2C(C)C)C)N=C1C1=C(C=CC=C1O)F 6-fluoro-7-(2-fluoro-6-hydroxyphenyl)-1-(2-methyl-4-(2-propanyl)-3-pyridinyl)-4-((2S)-2-methyl-4-(2-propenoyl)-1-piperazinyl)pyrido[2,3-d]pyrimidin-2(1H)-one